C(C)(C)(C)C(C(O)=O)CCC[C@@H]1SC[C@@H]2NC(=O)N[C@H]12 T-Butyl-Biotin